7-(2-(2-ethylmorpholino)-6-fluoropyridin-4-yl)-5,6,7,8-tetrahydro-2,7-naphthyridine-3-carboxylic acid C(C)C1OCCN(C1)C1=NC(=CC(=C1)N1CCC=2C=C(N=CC2C1)C(=O)O)F